bisphenol A glycidyl-methacrylate phosphate methacrylate C(C(=C)C)(=O)O.P(=O)(O)(O)O.C(C1CO1)OC(C(=C)C)=O.OC1=CC=C(C=C1)C(C)(C)C1=CC=C(C=C1)O